C(C)(C)(C)OC(=O)NCCN1N=C(C2=CC=CC=C12)C(=O)O 1-(2-((tert-butoxycarbonyl)amino)ethyl)-1H-indazole-3-carboxylic acid